3,3-dimethyl-2-methyleneindoline CC1(C(NC2=CC=CC=C12)=C)C